4'-((1,10-phenanthroline-3,8-diyl)bis(1H-1,2,3-triazole-4,1-diyl))bis(2-hydroxybenzoic acid) N1=CC(=CC2=CC=C3C=C(C=NC3=C12)C=1N=NN(C1)C=1C(=C(C(=O)O)C=CC1)O)C=1N=NN(C1)C=1C(=C(C(=O)O)C=CC1)O